C[C@@]12CCC[C@@]3([C@@H]1CC[C@]45[C@H]3C[C@H](CC4)C(=C)[C@H]5O)CN(C2)CCO Dihydroatisine